C(#N)N1CCC(CC1)N1N=NC(=C1C)C1=CC=2N(C(=C1)OC(C)C1=CC(=CC=C1)S(=O)(=O)C)C(=CN2)C#N 7-[1-(1-Cyano-4-piperidyl)-5-methyl-triazol-4-yl]-5-[1-(3-methylsulfonylphenyl)ethoxy]imidazo[1,2-a]pyridine-3-carbonitrile